CC(C)OC(=O)\N=N/C(=O)OC(C)C (Z)-N-([(propan-2-yloxy)carbonyl]imino)(propan-2-yloxy)formamide